OC=1C(CC(CC1C)(C)C)=O 2-hydroxy-3,5,5-trimethylcyclohex-2-en-1-one